NN(C=1C2=C(N=CN1)N(C(C2)=O)C2CCC2)C 4-[amino(methyl)amino]-7-cyclobutyl-5H-pyrrolo[2,3-d]pyrimidin-6-one